C(#N)C=1C=2CCCC2C(=C2CCCC12)NC(=O)N=[S@](=O)(N)C=1SC=C(C1)C(C)(C)O (R)-N'-(8-cyano-1,2,3,5,6,7-hexahydro-s-indacen-4-ylcarbamoyl)-4-(2-hydroxypropan-2-yl)thiophene-2-sulfonimidamide